N-(3-carbamoyloxetan-3-yl)-4-fluoro-2-methyl-5-((4-methylthiazol-5-yl)methoxy)benzofuran-3-carboxamide C(N)(=O)C1(COC1)NC(=O)C1=C(OC2=C1C(=C(C=C2)OCC2=C(N=CS2)C)F)C